1-[6-(Cyclohexylmethyl)-3,3-dimethyl-1H,2H,3H-pyrrolo[3,2-c]pyridin-1-yl]-2-[(2R,5R)-2-(methoxy-methyl)-5-methylpiperazin-1-yl]ethan-1-one C1(CCCCC1)CC1=CC2=C(C=N1)C(CN2C(CN2[C@H](CN[C@@H](C2)C)COC)=O)(C)C